2-(1H-imidazol-1-yl)-N-((1r,3r)-3-(2-methoxyethoxy)cyclobutyl)pyrimidine-4-carboxamide N1(C=NC=C1)C1=NC=CC(=N1)C(=O)NC1CC(C1)OCCOC